1,17-diamino-3,6,9,12,15-pentaoxaheptadecane NCCOCCOCCOCCOCCOCCN